C(C)N(C(C1=C(C=CC(=C1)F)C1=C2C=NN(C2=CC(=C1)C1CN(C1)[C@H](CN1CCN(CC1)CCF)C(C)C)C)=O)C(C)C N-ethyl-5-fluoro-2-(6-{1-[(2S)-1-[4-(2-fluoroethyl)piperazin-1-yl]-3-methylbutan-2-yl]azetidin-3-yl}-1-methyl-1H-indazol-4-yl)-N-(isopropyl)benzamide